ClC1=C(C=C(C=C1)C1=C(C=CC(=C1)F)NC(=O)C=1C(=NN(C1)C)C(F)F)F N-(4'-chloro-3',5-difluorobiphenyl-2-yl)-3-difluoromethyl-1-methyl-1H-pyrazole-4-carboxamide